C(#N)C1=CC(=C(OCC2=CC=CC(=N2)COC2CCN(CC2)CC2=NC3=C(N2C[C@H]2OCC2)C=C(C=C3)C(=O)OC)C=C1)F methyl (S)-2-((4-((6-((4-cyano-2-fluorophenoxy)methyl)-pyridin-2-yl)methoxy)piperidin-1-yl)methyl)-1-(oxetan-2-ylmethyl)-1H-benzo[d]imidazole-6-carboxylate